tridec-2-enecarbonitrile C(C=CCCCCCCCCCC)C#N